FC=1C=C(CC2=NC=CC(=C2)N2N=C(C(=C2)C(=O)NC2COC2)C)C=C(C1)C(F)(F)F 1-(2-(3-fluoro-5-(trifluoromethyl)benzyl)pyridin-4-yl)-3-methyl-N-(oxetan-3-yl)-1H-pyrazole-4-carboxamide